COC1=C(C(=CC=C1)OC)N1C(=NN=C1C1=NC(=CC=C1)C)NS(=O)(=O)C(C(C1=NC=C(C=N1)C)O)C N-(4-(2,6-dimethoxyphenyl)-5-(6-methyl-2-pyridinyl)-4H-1,2,4-triazol-3-yl)-1-hydroxy-1-(5-methyl-2-pyrimidinyl)-2-propanesulfonamide